ClC1=CC=C(C=C1)/C=C/C#N (E)-3-(4-chlorophenyl)acrylonitrile